monofluorodibromoacetone FC(C(C)=O)(Br)Br